ClC1=C(OC=2C=CC(=C(C2)S(=O)(=O)NC2CSC2)OC)C(=CC(=C1)N1N=C(C(NC1=O)=O)C(F)F)Cl 5-[2,6-dichloro-4-[6-(difluoromethyl)-3,5-dioxo-1,2,4-triazin-2-yl]phenoxy]-2-methoxy-N-(thietan-3-yl)benzenesulfonamide